BrC=1C=C(C=CC1)C[C@@H](C(=O)NC)N1N=C(C=C1)C1=CC(=CC=C1)O (S)-N-(3-(3-bromophenyl)-1-(methylamino)-1-oxopropan-2-yl)-3-(3-hydroxyphenyl)-1H-pyrazole